7-[[5-[(2S)-2-(1-hydroxy-1-methyl-ethyl)morpholin-4-yl]-2-pyridyl]amino]-4-(6-methylpyrazolo-[1,5-a]pyridin-3-yl)isoindolin-1-one OC(C)(C)[C@@H]1CN(CCO1)C=1C=CC(=NC1)NC=1C=CC(=C2CNC(C12)=O)C=1C=NN2C1C=CC(=C2)C